C(#C)C=1C(=CC=C2C=CC=C(C12)C1=C(C=2N=C(N=C(C2C=N1)N1CCOCC(C1)NC(C=C)=O)OC[C@]12CCCN2C[C@@H](C1)F)F)F N-(4-(7-(8-ethynyl-7-fluoronaphthalen-1-yl)-8-fluoro-2-(((2R,7aS)-2-fluorotetrahydro-1H-pyrrolizin-7a(5H)-yl)methoxy)pyrido[4,3-d]pyrimidin-4-yl)-1,4-oxazepan-6-yl)acrylamide